C(CCCCCCCCCCCCCCCC)(=O)OC[C@@H](OC(CCCCCCCCCCCCCCCC)=O)COP(=O)(O)OCCN 1,2-bisheptadecanoyl-sn-glycero-3-phosphoethanolamine